1,2-dimethylbutyl carbamate C(N)(OC(C(CC)C)C)=O